C(C)OC(CC(=O)C1=NN(C(=C1Br)CC)C)=O 3-(4-bromo-5-ethyl-1-methyl-1H-pyrazol-3-yl)-3-oxopropanoic acid ethyl ester